N-(1-benzyl-1H-indol-5-yl)acrylamide C(C1=CC=CC=C1)N1C=CC2=CC(=CC=C12)NC(C=C)=O